(R)-3-((5-trifluoromethyl-6-(2-ethoxymethoxy-4-formylphenyl)pyridazin-3-yl)amino)piperidine-1-carboxylic acid tert-butyl ester C(C)(C)(C)OC(=O)N1C[C@@H](CCC1)NC=1N=NC(=C(C1)C(F)(F)F)C1=C(C=C(C=C1)C=O)OCOCC